FC1COC2=C(O1)C=CC=C2N2CCNCC2 2-Fluoro-5-(piperazin-1-yl)-2,3-dihydro-1,4-benzodioxine